4-((5-((2R,5S)-5-methylpiperidin-2-yl)benzo[d]thiazol-2-yl)methyl)morpholine C[C@H]1CC[C@@H](NC1)C=1C=CC2=C(N=C(S2)CN2CCOCC2)C1